BrC1=CC=2C3=C(N(C2C=C1)CC(F)(F)F)C(=NC(=N3)CC(=O)OCC)Cl ethyl 2-[8-bromo-4-chloro-5-(2,2,2-trifluoroethyl)-pyrimido[5,4-b]indol-2-yl]acetate